NC1CCN(CC1)C1=C(C(=NC=C1C1=CC(=CC(=C1)C)F)NC)C1=NC2=C(N1)C=C(C=C2)C#N 2-[4-(4-aminopiperidin-1-yl)-5-(3-fluoro-5-methylphenyl)-2-(methylamino)pyridin-3-yl]-1H-1,3-benzodiazole-6-carbonitrile